FC(CNC(=O)CNC(=O)C1=CC=C(C2=CC=CC=C12)C1=NOC(C1)(C(F)(F)F)C1=CC(=CC(=C1)C(F)(F)F)Cl)(F)F 4-[5-(3-chloro-5-trifluoromethyl-phenyl)-5-trifluoromethyl-4,5-dihydro-isoxazol-3-yl]-naphthalene-1-carboxylic acid [(2,2,2-trifluoroethylcarbamoyl)-methyl]-amide